FC1=CC(=C(C=C1)C1CCN(CC1)C(=O)C1=NNC2=C1CN(CC2)C(=O)OC(C)(C)C)C(F)(F)F tert-butyl 3-(4-(4-fluoro-2-(trifluoromethyl)phenyl)piperidine-1-carbonyl)-1,4,6,7-tetrahydro-5H-pyrazolo[4,3-c]pyridine-5-carboxylate